(2R,5'S)-5-methoxy-5'-methyl-3H-spiro[furo[2,3-c]pyridine-2,3'-pyrrolidine]-1'-carboxylic acid tert-butyl ester C(C)(C)(C)OC(=O)N1C[C@]2(C[C@@H]1C)CC=1C(=CN=C(C1)OC)O2